Benzyl tert-butyl ((2S,3R)-2-(oxiran-2-ylmethyl)butane-1,3-diyl)dicarbamate O1C(C1)C[C@@H](CNC(OCC1=CC=CC=C1)=O)[C@@H](C)NC(OC(C)(C)C)=O